FC1=C(C=CC=C1CO)C1CC=NN1C(=O)C12CC(C1)(C2)COC=2N=CC(=NC2)C#N 5-((3-(5-(2-fluoro-3-(hydroxymethyl)phenyl)-4,5-dihydro-1H-pyrazole-1-carbonyl)bicyclo[1.1.1]pentan-1-yl)methoxy)pyrazine-2-carbonitrile